Br.Br.Br.N1N=CC2=C1CN(C2)C2=CC=CC(=N2)OCC2=C(C=C(C#N)C=C2)F 4-(((6-(4,6-dihydropyrrolo[3,4-c]pyrazol-5(1H)-yl)pyridin-2-yl)oxy)methyl)-3-fluorobenzonitrile trihydrobromide